2-(1-methylpyrazol-4-yl)thiazol-4-amine CN1N=CC(=C1)C=1SC=C(N1)N